N1(N=NC=C1)CCC(=O)N1CC(=CCC1)C=1NC2=C(C=C(C=C2C1)C(=O)N(C)C)C1=CC=C(C=C1)N1CCNCC1 2-(1-(3-(1H-1,2,3-triazol-1-yl)propanoyl)-1,2,5,6-tetrahydropyridin-3-yl)-N,N-dimethyl-7-(4-(piperazin-1-yl)phenyl)-1H-indole-5-carboxamide